C(CCCCCCCCCCC)NC(CCCC[N+](CC(CS(=O)(=O)[O-])O)(C)C)=O 3-((5-Laurylamino-5-oxopentyl)dimethylammonio)-2-hydroxypropanesulfonate